6-(5-chloro-2-fluorophenyl)-3-[(2,2-dimethyl-1,3-dioxolan-4-yl)methoxy]pyridazin-4-amine ClC=1C=CC(=C(C1)C1=CC(=C(N=N1)OCC1OC(OC1)(C)C)N)F